(1-(methylsulfonyl)piperidin-4-yl)-8-(2,6-diazaspiro[3.4]oct-2-yl)quinazolin-2-amine CS(=O)(=O)N1CCC(CC1)C1=NC(=NC2=C(C=CC=C12)N1CC2(C1)CNCC2)N